NC=1C=C(COCC2=C(C=CC(=N2)NC(OC(C)(C)C)=O)F)C=C(C1OC)C1=NN(C=N1)C1CC1 Tert-butyl (6-(((3-amino-5-(1-cyclopropyl-1H-1,2,4-triazol-3-yl)-4-methoxybenzyl)oxy)methyl)-5-fluoropyridin-2-yl)carbamate